F[C@H]1C(NC(C[C@H]1OC1=CC=C(N=N1)C1=C(C=C(C=N1)C1=CC(N(C=C1)C)=O)O)(C)C)(C)C 6-(6-{[(3S,4R)-3-fluoro-2,2,6,6-tetramethylpiperidin-4-yl]oxy}pyridazin-3-yl)-5-hydroxy-1'-methyl-[3,4'-bipyridine]-2'(1'H)-one